FC1=C(C=CC(=C1)F)N1N=NC(=C1)C(CC)N1C=CC2=C1N=CN=C2N 7-{1-[1-(2,4-difluorophenyl)-1H-1,2,3-triazol-4-yl]propyl}-7H-pyrrolo[2,3-d]pyrimidin-4-amine